C(C)OC1CC2(C(C2)C(=O)N)C1 5-ethoxy-spiro[2.3]hexane-2-carboxamide